C(C)(C)C1=CC=C(C(=O)NC2CC3=CC(N(N=C3CC2)CC(F)(F)F)=O)C=C1 4-isopropyl-N-(3-oxo-2-(2,2,2-trifluoroethyl)-2,3,5,6,7,8-hexahydrocinnolin-6-yl)benzamide